C1(=CC=CC=C1)C(C)SCCC(=O)OCC(CCCC)CC 2-ethylhexyl 3-((1-phenylethyl)thio)propanoate